(2R,5S)-tert-butyl 4-(10-chloro-11-(2,4-difluorophenyl)-6-oxo-4,6-dihydro-2H-spiro[[1,4]oxazepino[2,3,4-ij]quinazoline-3,3'-oxetan]-8-yl)-2,5-dimethylpiperazine-1-carboxylate ClC=1C=C2C(=NC(N3C2=C(C1C1=C(C=C(C=C1)F)F)OCC1(COC1)C3)=O)N3C[C@H](N(C[C@@H]3C)C(=O)OC(C)(C)C)C